[Al].C(C)OC1=C(C=C2C(=NC=NC2=C1)C=1C(=NN(C1)C)C1=CC=CC=C1)N1CCN(CC1)C 7-ethoxy-4-(1-methyl-3-phenyl-1H-pyrazol-4-yl)-6-(4-methylpiperazin-1-yl)quinazoline aluminum